(S,E)-1-(2-ethyl-4-(1-(((3-fluoro-4-(6-fluoropyridin-3-yl)benzyl)oxy)imino)ethyl)benzyl)pyrrolidine-3-carboxylic acid C(C)C1=C(CN2C[C@H](CC2)C(=O)O)C=CC(=C1)/C(/C)=N/OCC1=CC(=C(C=C1)C=1C=NC(=CC1)F)F